(1S,2R/S,3R,4S,5R)-1-hydroxy-2-deoxy-2-trifluoromethyl-3,4,6-trimethyl-glucose OC(=O)[C@@H]([C@@](O)([C@@](O)([C@H](O)C(O)C)C)C)C(F)(F)F |&1:3|